5-(4-iodoanilino)-3-azabicyclo[3.1.1]Heptane-2,4-dione IC1=CC=C(NC23C(NC(C(C2)C3)=O)=O)C=C1